tert-butyl ((5S,8S,10aR)-8-(((R)-chroman-4-yl)carbamoyl)-6-oxo-3-((tetrahydro-2H-pyran-4-yl)carbamoyl)decahydropyrrolo[1,2-a][1,5]diazocin-5-yl)carbamate O1CC[C@H](C2=CC=CC=C12)NC(=O)[C@@H]1CC[C@H]2N1C([C@H](CN(CC2)C(NC2CCOCC2)=O)NC(OC(C)(C)C)=O)=O